N1-(2-(dimethylamino)ethyl)-N1-ethyl-5-fluoro-N4-(4-(4-fluoro-1-methyl-1H-indol-3-yl)-7-tosyl-7H-pyrrolo[2,3-d]pyrimidin-2-yl)-2-nitrobenzene-1,4-diamine CN(CCN(C1=C(C=C(C(=C1)F)NC=1N=C(C2=C(N1)N(C=C2)S(=O)(=O)C2=CC=C(C)C=C2)C2=CN(C1=CC=CC(=C21)F)C)[N+](=O)[O-])CC)C